Monosodium (5R)-5-{[2-(4-carboxyphenyl)ethyl][2-(2-{[3-chloro-4'-(trifluoromethyl)[biphenyl]-4-yl]methoxy}phenyl)ethyl]amino}-5,6,7,8-tetrahydroquinoline-2-carboxylate C(=O)(O)C1=CC=C(C=C1)CCN([C@H]1C=2C=CC(=NC2CCC1)C(=O)[O-])CCC1=C(C=CC=C1)OCC1=C(C=C(C=C1)C1=CC=C(C=C1)C(F)(F)F)Cl.[Na+]